OC=1C=C2N=C3C=CC=CC3=NC2=CC1OCCCS(=O)(=O)O 3-[(7-hydroxyphenazin-8-yl)oxy]propane-1-sulfonic acid